2-isopropyloxy-4,4,5,5-tetramethyl-1,3,2-dioxaborolane C(C)(C)OB1OC(C(O1)(C)C)(C)C